C(C)(C)(C)OC(C1=CC=C(C=C1)N)=O tert.-butyl-4-amino-benzoate